C(N)(=O)C1=C(C(=CC(=C1)Cl)C)NC(=O)C=1N(N=C(C1)CN1N=NC2=C1C=CC(=C2)Cl)C2=NC=CC=C2Cl N-(2-carbamoyl-4-chloro-6-methyl-phenyl)-5-[(5-chlorobenzotriazol-1-yl)methyl]-2-(3-chloro-2-pyridyl)pyrazole-3-carboxamide